C(C1=CC=CC=C1)(C1=CC=CC=C1)(C1=CC=CC=C1)N1C(CCCC1)=O 1-trityl-2-piperidone